FC=1C=CC(=NC1)C(O[Si](C(C)(C)C)(C)C)CCO[Si](C(C)(C)C)(C)C 5-fluoro-2-(2,2,3,3,9,9,10,10-octamethyl-4,8-dioxa-3,9-disilaundecan-5-yl)pyridine